C(C)(C)(C)OC(=O)N1CC2(C1)CC(C2)N2CCC(CC2)C2=CC(=C(C=C2)C(N(C)C)=O)Cl.C(C)N2CN(C(=C2C2=CC=C(C=C2)Br)C2=CC=C(C=C2)Br)CC N1,N3-diethyl-4,5-di(4'-bromophenyl)imidazole tert-butyl-6-(4-(3-chloro-4-(dimethylcarbamoyl)phenyl)piperidin-1-yl)-2-azaspiro[3.3]heptane-2-carboxylate